(2S,4R)-4-fluoro-1-(2,3,3,3-tetrafluoro-2-methylpropanoyl)pyrrolidine-2-carboxylic acid F[C@@H]1C[C@H](N(C1)C(C(C(F)(F)F)(C)F)=O)C(=O)O